CN1N=C2C=C(C=CC2=C1)C(=O)N[C@@H](CCO[C@@H]1C[C@H](C1)CCC1=NC=2NCCCC2C=C1)C(=O)O N-(2-methyl-2H-indazole-6-carbonyl)-O-(trans-3-(2-(5,6,7,8-tetrahydro-1,8-naphthyridin-2-yl)ethyl)cyclobutyl)homoserine